IC1CC2(C1)CCN(CC2)C(=O)OC(C)(C)C tert-Butyl 2-iodo-7-azaspiro[3.5]nonane-7-carboxylate